C(CN1C(=NC2=C1C=CC(=C2)C(N)=O)C=2C1=C(SC2C(=O)O)C=CC=C1Cl)N1C(=NC2=C1C=CC(=C2)C(N)=O)C=2C1=C(SC2C(=O)O)C=CC=C1Cl 3,3'-(ethane-1,2-diylbis(5-carbamoyl-1H-benzo[d]imidazole-1,2-diyl))bis(4-chlorobenzo[b]thiophene-2-carboxylic acid)